2-((1R,4R,5S)-5-((5-cyclopropyl-3-(2,6-dichlorophenyl)isoxazol-4-yl)methoxy)-2-azabicyclo[2.2.2]oct-2-yl)benzo[d]thiazole-6-carboxylic acid C1(CC1)C1=C(C(=NO1)C1=C(C=CC=C1Cl)Cl)CO[C@@H]1[C@H]2CN([C@@H](C1)CC2)C=2SC1=C(N2)C=CC(=C1)C(=O)O